6-bromo-7-fluoro-1-(oxan-2-yl)indazole-3-carbonitrile BrC1=CC=C2C(=NN(C2=C1F)C1OCCCC1)C#N